Ethyl-3-(3-fluoro-4-methylphenyl)-8-((tetrahydro-2H-pyran-4-yl)methyl)-1,3,8-triazaspiro[4.5]decane-2,4-dione C(C)N1C(N(C(C12CCN(CC2)CC2CCOCC2)=O)C2=CC(=C(C=C2)C)F)=O